BrC=1N=C(N2C1[C@H](N(CC2)S(=O)(=O)C)C)C2=NC(=NS2)C (R)-5-(1-Bromo-8-methyl-7-(methylsulfonyl)-5,6,7,8-tetrahydroimidazo[1,5-a]pyrazine-3-yl)-3-methyl-1,2,4-thiadiazole